2-ethylhexyl-α-cyano-β-phenylcinnamic acid C(C)C(CC1=C(C(=C(C(=O)O)C#N)C2=CC=CC=C2)C=CC=C1)CCCC